(R)-3-methyl-pivaloyl-phenylalanine CCC(C(=O)N[C@H](CC1=CC=CC=C1)C(=O)O)(C)C